O1C(CCCCCCCC=CCCCCCC1)=O Oxacycloheptadec-10-en-2-one